CC1=CC=C(CN2C=C(CC=C2)C#N)C=C1 1-(4-methylbenzyl)-3-cyano-1,4-dihydropyridine